C1(CC1)C(C1=NC=C(C(=N1)OC1=CC=CC=C1)C(=O)N[C@H](COC)\C=C\S(=O)(=O)C)(F)F (S,E)-2-(cyclopropyldifluoromethyl)-N-(1-methoxy-4-(methylsulfonyl)but-3-en-2-yl)-4-phenoxypyrimidine-5-carboxamide